2-Thien-2-yl-5-(5-trimethylsilyl-thieno[3,2-b]thiophen-2-yl)-terephthalic acid diethyl ester C(C)OC(C1=C(C=C(C(=O)OCC)C(=C1)C1=CC2=C(S1)C=C(S2)[Si](C)(C)C)C=2SC=CC2)=O